CN1N=CC(=C1)C1=CC=C2C(=N1)NC=C2C2=CC=1N(C=C2)N=CC1C(=O)N1CCCCC1 (5-(6-(1-methyl-1H-pyrazol-4-yl)-1H-pyrrolo[2,3-b]pyridin-3-yl)pyrazolo[1,5-a]pyridin-3-yl)(piperidin-1-yl)methanone